ClC1=NC=CC=C1[C@@H](C)N(C([O-])=O)C1=C(N=NN1C)Br (R)-1-(2-chloropyridin-3-yl)ethyl(4-bromo-1-methyl-1H-1,2,3-triazol-5-yl)carbamate